C1(=CC=CC=C1)C(OCCCC=O)(C1=CC=CC=C1)C1=CC=CC=C1 4-(Triphenylmethoxy)butanal